C1(CCCCC1)S(=O)(=O)C1=CC=C(C=C1)C1CN(C1)C(CC[C@H]1NC(OC1)=O)=O (4R)-4-[3-[3-(4-Cyclohexylsulfonylphenyl)azetidin-1-yl]-3-oxo-propyl]oxazolidin-2-one